methyl 6-((4-((3-amino-6-phenylpyridin-2-yl)amino)-3-methylphenyl)carbamoyl)spiro[3.3]heptane-2-carboxylate NC=1C(=NC(=CC1)C1=CC=CC=C1)NC1=C(C=C(C=C1)NC(=O)C1CC2(CC(C2)C(=O)OC)C1)C